(R)-2-(3,4-dicyanophenyl)-2-((S)-3,3-difluorocyclopentyl)-N-(3-(trifluoromethyl)-1,2,4-thiadiazol-5-yl)acetamide C(#N)C=1C=C(C=CC1C#N)[C@H](C(=O)NC1=NC(=NS1)C(F)(F)F)[C@@H]1CC(CC1)(F)F